[K+].ClC=1C=C(C(=C(C1)C1=CC=C(C=C1)OC(C(=O)[O-])(C)C)NS(=O)(=O)C=1C=NC=C(C1C)C)F 2-({5'-chloro-2'-[(4,5-dimethylpyridine-3-sulfonyl)amino]-3'-fluoro[1,1'-biphenyl]-4-yl}oxy)-2-methylpropanoic acid potassium salt